C=1(C(=CC=CC1)CN=C=O)CN=C=O 1,2-xylylene diisocyanate